Amino-6-cyano-6-(cyclobutylmethyl)-7-oxo-4,5,6,7-tetrahydrobenzo[b]thiophene-3-carboxylic acid NC1=C(C2=C(S1)C(C(CC2)(CC2CCC2)C#N)=O)C(=O)O